COC(C=1C(C(=O)OC)=CC(=CC1)S(=O)(=O)O)=O 4-sulfophthalic acid dimethyl ester